ICC(=O)NC1=CC=C2C(=C(NC2=C1)C1=CC=CC=C1)C(C[N+](=O)[O-])C1=CC=CC=C1 2-iodo-N-(3-(2-nitro-1-phenylethyl)-2-phenyl-1H-indol-6-yl)acetamide